ClC1=C(C=CC(=N1)NN1C(C(=C(C1=O)CCC(CC)O)C)=O)C(F)(F)F 1-{[6-chloro-5-(trifluoromethyl)(2-pyridyl)]amino}-4-(3-hydroxypentyl)-3-methylazoline-2,5-dione